3-(ethylthio)-6-nitro-[1,2,4]triazolo[4,3-a]pyridine C(C)SC1=NN=C2N1C=C(C=C2)[N+](=O)[O-]